tert-Butyl (R)-(1-(2,7-dimethyl-5-nitro-2H-indazol-4-yl)pyrrolidin-3-yl)carbamate CN1N=C2C(=CC(=C(C2=C1)N1C[C@@H](CC1)NC(OC(C)(C)C)=O)[N+](=O)[O-])C